NC(C(=O)NC1=CC=C(C=C1)C1=NC=NC2=CC(=C(C=C12)OC)O)(C)C1=CC=C(C=C1)F 2-amino-2-(4-fluorophenyl)-N-(4-(7-hydroxy-6-methoxyquinazolin-4-yl)phenyl)propanamide